(R)-6-fluoro-3-((3-fluorobenzyl)amino)-5-(1-(tetrahydro-2H-pyran-4-yl)ethyl)-4H-benzo[e][1,2,4]thiadiazine 1,1-dioxide FC=1C=CC2=C(NC(=NS2(=O)=O)NCC2=CC(=CC=C2)F)C1[C@H](C)C1CCOCC1